FC(C=1C(=C(C=CC1)CC#C)C)F 1-(3-(difluoromethyl)-2-methylphenyl)prop-2-yn